O=C1NC(CCC1NC1=CC=C(CN(C)CC2=CC=C(C=C2)C=2OC3=C(C2)C=C(C=C3C(=O)N)F)C=C1)=O 2-(4-(((4-((2,6-dioxopiperidin-3-yl)amino)benzyl)(methyl)amino)methyl)phenyl)-5-fluorobenzofuran-7-carboxamide